bis(2,3-dicarboxyphenyl) sulfide C(=O)(O)C1=C(C=CC=C1C(=O)O)SC1=C(C(=CC=C1)C(=O)O)C(=O)O